CN(C(=O)N1CCC(=CC1)B1OC(C(O1)(C)C)(C)C)C N,N-dimethyl-4-(4,4,5,5-tetramethyl-1,3,2-dioxaborolan-2-yl)-3,6-dihydropyridine-1(2H)-carboxamide